CC1=C(C(=O)OCC(C)(NC(=O)C=2C=C3C(=NC2)NC=C3)C)C=CC=C1 2-methyl-2-(1H-pyrrolo[2,3-b]pyridine-5-carboxamido)propyl 2-methylbenzoate